BrC1=CC(=C(C(=N1)C(C)C)N1C(N=C(C2=C1N=C(C(=C2)Cl)C2=C(C=CC=C2)F)N2[C@H](CN([C@@H](C2)C)C(C=C)=O)C)=O)C(C)C 1-(6-Bromo-2,4-diisopropyl-3-pyridyl)-6-chloro-4-[(2S,5R)-2,5-dimethyl-4-prop-2-enoyl-piperazin-1-yl]-7-(2-fluorophenyl)pyrido[2,3-d]pyrimidin-2-one